(4-fluorobenzyl)-3-(p-tolyl)isoquinoline FC1=CC=C(CC2=NC(=CC3=CC=CC=C23)C2=CC=C(C=C2)C)C=C1